C(C1=CC=CC=C1)OC1=C(C(=O)N)C=CC(=C1OCC1=CC=CC=C1)OCC1=CC=CC=C1 2,3,4-tribenzyloxybenzamide